[Cl-].[Cl-].C1(C=CC=C1)[Zr+2]C1=C(C=CC=2C3=CC=C(C=C3CC12)C(C)(C)C)C(C)(C)C (cyclopentadienyl)(2,7-di-t-butylfluorenyl)zirconium dichloride